CC1=C(C=CC(=C1C=1N=CN(C1)C)N[C@H](C)C1=CC=C(C=C1)C(F)(F)F)S(=O)(=O)N methyl-3-(1-methylimidazol-4-yl)-4-[[(1R)-1-[4-(trifluoromethyl)phenyl]ethyl]amino]benzenesulfonamide